C[C@@H]1C[C@@H]([C@@H](N1C(=O)OC)CO[Si](CC)(CC)CC)N(C(C(F)(F)F)=O)CC1=CC=C(C=C1)OC methyl (2R,3S,5R)-5-methyl-2-(((triethylsilyl)oxy)methyl)-3-(2,2,2-trifluoro-N-(4-methoxybenzyl)acetamido)pyrrolidine-1-carboxylate